N1=CC=CC2=C(C=NC=C12)C=O (1,7-naphthyridin-5-yl)methanone